1-methyl-3-octylimidazole hydrogensulfate S(=O)(=O)(O)O.CN1CN(C=C1)CCCCCCCC